C(C)C(COC(C(=C)C)=O)CCCC 2-ethylhexylmethacrylat